oleic acid N-butylamide C(CCC)NC(CCCCCCC\C=C/CCCCCCCC)=O